FC(C(C)N1N=CC(=C1)C#N)(F)F 1-(2,2,2-trifluoro-1-methyl-ethyl)pyrazole-4-carbonitrile